naphthalene-1-carboxylic acid {[2-(3-trifluoromethoxyphenoxy)-phenylcarbamoyl]-methyl}-amide FC(OC=1C=C(OC2=C(C=CC=C2)NC(=O)CNC(=O)C2=CC=CC3=CC=CC=C23)C=CC1)(F)F